CN1[C@@H](CCC1)CNC=1N=NC(=C2C1C=NC=C2)C2=C(C=C(C=C2)C(F)(F)F)O 2-[4-({[(2S)-1-methylpyrrolidin-2-yl]methyl}amino)pyrido[3,4-d]pyridazin-1-yl]-5-(trifluoromethyl)phenol